N-(4-(4-amino-5-(4-((5-fluoropyrimidin-2-yl)oxy)phenyl)-7-methyl-7H-pyrrolo[2,3-d]pyrimidin-6-yl)phenyl)methacrylamide NC=1C2=C(N=CN1)N(C(=C2C2=CC=C(C=C2)OC2=NC=C(C=N2)F)C2=CC=C(C=C2)NC(C(=C)C)=O)C